(S)-1-(3,4-difluorobenzyl)-N-(1,4-dimethyl-5-oxo-4,5,6,7-tetrahydro-1H-pyrazolo[3,4-b][1,4]oxazepin-6-yl)-1H-pyrazole-3-carboxamide FC=1C=C(CN2N=C(C=C2)C(=O)N[C@@H]2C(N(C3=C(OC2)N(N=C3)C)C)=O)C=CC1F